C(C1=CC=CC=C1)OC(=O)N1CC(C1)C(OC)OC 3-(Dimethoxymethyl)azetidine-1-carboxylic acid benzyl ester